C(C)OC(CC=1C=C(C=CC1)C(CCCC(CS(=O)(=O)CC(=O)OCC)(C)C)(C(=O)NNC)C)=O Ethyl 2-((6-(3-(2-ethoxy-2-oxoethyl)phenyl)-2,2,6-trimethyl-7-(2-methylhydrazineyl)-7-oxoheptyl)sulfonyl)acetate